N-((6-((3R,5S)-3,5-dimethylpiperazin-1-yl)pyridin-2-yl)methyl)-3-(tetrahydro-2H-pyran-4-yl)-1H-pyrrolo[2,3-b]pyridin-4-amine C[C@@H]1CN(C[C@@H](N1)C)C1=CC=CC(=N1)CNC=1C2=C(N=CC1)NC=C2C2CCOCC2